C(C)N(CC)[Si](C=1C=C(C=C)C=CC1)(C)C 3-((N,N-diethylamino)dimethylsilyl)styrene